C(C(=C)C)(=O)OCCCCO butane-1,4-diol methacrylate